dimethyl-formamide dimethyl acetal COC(N(C)C)OC